N-ethyl-3-azabicyclo[3.1.0]hexane-6-carboxamide C(C)NC(=O)C1C2CNCC12